C(C)(C)(C)OC(N[C@H](C(=O)NC1CCN(CC1)C1=NC(=C(C(=C1C#N)CC)C#N)SC(C(=O)N)C1=CC=CC=C1)CO)=O ((2S)-1-((1-(6-((2-amino-2-oxo-1-phenylethyl)thio)-3,5-dicyano-4-ethylpyridin-2-yl)piperidin-4-yl)amino)-3-hydroxy-1-oxopropan-2-yl)carbamic acid tert-butyl ester